tert-butyl (8aS,11S)-6-chloro-4-fluoro-5-(2-fluoro-6-hydroxyphenyl)-11-methyl-8a,9,11,12-tetrahydropyrazino[2',1':3,4][1,4]oxazepino[5,6,7-de]quinazoline-10(8H)-carboxylate ClC1=C2C3=C(N=CN=C3C(=C1C1=C(C=CC=C1O)F)F)N1[C@H](CO2)CN([C@H](C1)C)C(=O)OC(C)(C)C